2-bromo-1-(3-chlorobenzyl)-1H-benzo[d]imidazole BrC1=NC2=C(N1CC1=CC(=CC=C1)Cl)C=CC=C2